6-azaspiro[2.5]octan C1CC12CCNCC2